OC(C)(C)C1CNCC1 3-(2-hydroxypropan-2-yl)pyrrolidin